6-bromo-1,2-benzoxazole BrC1=CC2=C(C=NO2)C=C1